1,1-bis(4-hydroxyphenyl)cyclododecene OC1=CC=C(C=C1)C1(C=CCCCCCCCCC1)C1=CC=C(C=C1)O